COC=1C(=C2C=CNC2=C(C1)C)CN1[C@H](C[C@@H](CC1)N1N=CC(=C1)C(F)(F)F)C1=CC=C(C(=O)O)C=C1 4-((2R,4r)-1-((5-methoxy-7-methyl-1H-indol-4-yl)methyl)-4-(4-(trifluoromethyl)-1H-pyrazol-1-yl)piperidin-2-yl)benzoic acid